ClC=1C=C(C=CC1C=1C=C2C=NN(C2=CC1)C1=CC(=C(C=C1)F)OC)NS(=O)(=O)C N-(3-chloro-4-(1-(4-fluoro-3-methoxyphenyl)-1H-indazol-5-yl)phenyl)methanesulfonamide